FC(C12CN(CC2C1)C(=O)N)(F)F 1-(trifluoromethyl)-3-azabicyclo[3.1.0]hexane-3-carboxamide